bis-(2,4-di-t-butylphenyl)pentaerythritol diphosphite OP(O)OP(O)O.C(C)(C)(C)C1=C(C=CC(=C1)C(C)(C)C)C(O)(C(CO)(CO)CO)C1=C(C=C(C=C1)C(C)(C)C)C(C)(C)C